6-bromo-5-chloro-3-methoxypyridin-2-amine BrC1=C(C=C(C(=N1)N)OC)Cl